5-chloro-4-[1-(furan-2-carbonyl)-4-piperidinyl]-2-(4-pyridinyl)-1H-pyrimidin-6-one ClC1=C(N=C(NC1=O)C1=CC=NC=C1)C1CCN(CC1)C(=O)C=1OC=CC1